2-(2-methoxyphenyl)prop-2-enoic acid COC1=C(C=CC=C1)C(C(=O)O)=C